{2-[2-(1,3-dioxolan-2-yl)-3-[(4-methoxyphenyl)methoxy]phenyl]ethyl}(methyl)amine O1C(OCC1)C1=C(C=CC=C1OCC1=CC=C(C=C1)OC)CCNC